CN1CCC2=CC3=C(C(=C2[C@@H]1[C@@H]4C5=C(C(O4)O)C(=C(C=C5)OC)OC)OC)OCO3 The molecule is a lactol that is (-)-noscapine [which is also known as (-)-alpha-narcotine] in which the carbonyl group of the lactone moiety has been reduced to give the corresponding lactol. It is the biosynthetic precursor of (-)-noscapine. It is a benzylisoquinoline alkaloid, a cyclic acetal, a lactol, a tertiary amino compound, an organic heterotricyclic compound, an organic heterobicyclic compound, an aromatic ether and a member of 2-benzofurans.